(R)-N-(8-fluoro-6-oxo-1,2,3,4,5,6-hexahydrophenanthridin-1-yl)-N-methyl-1H-indole-2-carboxamide FC=1C=C2C(NC=3CCC[C@H](C3C2=CC1)N(C(=O)C=1NC2=CC=CC=C2C1)C)=O